(S)-2'-chloro-5'-methoxy-6-methyl-N-(5-((tetrahydrofuran-3-yl)methoxy)-1,3,4-thiadiazol-2-yl)-(4,4'-bipyridine)-3-carboxamide ClC1=NC=C(C(=C1)C1=C(C=NC(=C1)C)C(=O)NC=1SC(=NN1)OC[C@@H]1COCC1)OC